FC1=C(C=CC(=C1)F)C1=CC(=NO1)C(=O)NC1(CN(C1)C1CCC(CC1)(C)O)CC(=O)NC(C)(C)C1=CC(=NC=C1)C 5-(2,4-difluorophenyl)-N-(1-(4-hydroxy-4-methylcyclohexyl)-3-(2-((2-(2-methylpyridin-4-yl)propan-2-yl)amino)-2-oxoethyl)azetidin-3-yl)isoxazole-3-carboxamide